(R)-1-(3,3-difluoro-4-((5-(1-(3-fluoropropyl)-1H-benzo[d][1,2,3]triazol-6-yl)-4-methoxypyrrolo[2,1-f][1,2,4]triazin-2-yl)amino)piperidin-1-yl)ethan-1-one FC1(CN(CC[C@H]1NC1=NN2C(C(=N1)OC)=C(C=C2)C=2C=CC1=C(N(N=N1)CCCF)C2)C(C)=O)F